CC1(NC(CC1)(C1=CC(=CC=C1)C(F)(F)F)C)C 2,2,5-trimethyl-5-(3-(trifluoromethyl)phenyl)pyrrolidine